CN1C(=NN=C1)C1(CC(C1)S(=O)C)C=1C=C(C=CC1)N1C(C2=CC(=CC(=C2C1)C(F)(F)F)CNC1(CCC1)C)=O 2-(3-(1-(4-methyl-4H-1,2,4-triazol-3-yl)-3-(methylsulfinyl)cyclobutyl)-phenyl)-6-(((1-methylcyclobutyl)amino)methyl)-4-(trifluoromethyl)isoindolin-1-one